ClC=1C=C(N)C=CC1OC1=NNC=C1 3-chloro-4-(1H-pyrazol-3-yloxy)aniline